C(C)(C)(C)OC(=O)N1CC2(C1)CCN(CC2)C2=NC(=NC1=C(C(=C(C=C21)Cl)Br)F)OC2CCN(CC2)CC 7-{7-bromo-6-chloro-2-[(1-ethylpiperidin-4-yl)oxy]-8-fluoroquinazolin-4-yl}-2,7-diazaspiro[3.5]nonane-2-carboxylic acid tert-butyl ester